OC=1C=C(C=CC1)C1=NC=C(C#N)C=C1 6-(3-hydroxyphenyl)nicotinonitrile